tert-Butyl (2S,4S)-2-ethyl-4-hydroxypyrrolidine-1-carboxylate C(C)[C@@H]1N(C[C@H](C1)O)C(=O)OC(C)(C)C